(R)-N-[(1S)-1-[2-(methoxymethoxy)-4-(4-methylthiazol-5-yl)phenyl]ethyl]-2-methyl-propane-2-sulfinamide COCOC1=C(C=CC(=C1)C1=C(N=CS1)C)[C@H](C)N[S@](=O)C(C)(C)C